C(=O)(OCC1C2=CC=CC=C2C2=CC=CC=C12)N(C(O)=O)CC1C2=CC=CC=C2C=2C=CC=CC12.C(C)N=C=NCCCN(C)C 1-Ethyl-3-(3-dimethylaminopropyl)carbodiimide Fmoc-9-Fluorenylmethyl-carbamate